C1N(C[C@@H]2[C@H]1CNC2)C(=O)OC(C)(C)C Tert-butyl (3aR,6aS)-hexahydropyrrolo[3,4-c]pyrrole-2(1H)-carboxylate